O=C1NCCNC[C@H]1NC1=NC=2C=CC=CC2C=2N1N=C(N2)C2=CC=C(C#N)C=C2 4-(5-{[(6R)-5-oxo-1,4-diazepan-6-yl]amino}[1,2,4]triazolo[1,5-c]quinazolin-2-yl)benzonitrile